(1-methylethyl)-benzene CC(C)C1=CC=CC=C1